2-[4-(tert-butoxycarbonyl)piperazin-1-yl]-2-methylpropanoic acid C(C)(C)(C)OC(=O)N1CCN(CC1)C(C(=O)O)(C)C